(difluoromethoxy)-3,3'-bipyridin FC(OC1=NC=CC=C1C=1C=NC=CC1)F